methyl (S)-2-(chloroethyl)-1-(((S)-oxetan-2-yl)methyl)-1H-benzo[d]imidazol-6-carboxylate ClCCC1=NC2=C(N1C[C@H]1OCC1)C=C(C=C2)C(=O)OC